4-(Methyl-amino)phenol sulfate S(=O)(=O)(O)OC1=CC=C(C=C1)NC